difluorodispiro[imidazolidine-4,1'-cyclohexane-4',1''-indene]-2,5-dione FN1C(N(C(C12CCC1(C=CC3=CC=CC=C13)CC2)=O)F)=O